C1(=CC=CC=C1)S(=O)(=O)N1C(=CC=2C1=NC=CC2C=2C=NN1N=CC=CC12)CCNC(=O)[C@H]1N(CCC1)C(=O)OC(C)(C)C tert-butyl (S)-2-((2-(1-(phenylsulfonyl)-4-(pyrazolo[1,5-b]pyridazin-3-yl)-1H-pyrrolo[2,3-b]pyridin-2-yl)ethyl)carbamoyl)pyrrolidine-1-carboxylate